4-[3-[2,6-Dichloro-4-[(3S)-3-methylpiperazin-1-yl]benzoyl]-2,4-dihydro-1,3-benzoxazin-8-yl]-5-fluoro-2-(3-oxa-8-azabicyclo[3.2.1]oct-8-yl)benzoic acid ClC1=C(C(=O)N2COC3=C(C2)C=CC=C3C3=CC(=C(C(=O)O)C=C3F)N3C2COCC3CC2)C(=CC(=C1)N1C[C@@H](NCC1)C)Cl